6-bromo-2-(2-chloro-5-fluorophenoxy)-3-fluoro-N-methylaniline BrC1=CC=C(C(=C1NC)OC1=C(C=CC(=C1)F)Cl)F